C(C)OC(=C)C=1C(=C(C=CC1)O)F 3-(1-ethoxyvinyl)-2-fluorophenol